tri(p-cyanophenyl)arsine C(#N)C1=CC=C(C=C1)[As](C1=CC=C(C=C1)C#N)C1=CC=C(C=C1)C#N